ClC=1N=CC(=NC1)NC([C@@H]([C@H]1CC(CC1)(F)F)C1=CC(=C(C=C1)C#N)C#N)=O (S)-N-(5-chloropyrazin-2-yl)-2-(3,4-dicyanophenyl)-2-((R)-3,3-difluorocyclopentyl)acetamide